(3R)-N-(2-((4-tert-butyl-3-fluorophenyl)amino)-1-(4-(2-hydroxypropan-2-yl)phenyl)-2-oxoethyl)-5-oxopyrrolidine-3-carboxamide C(C)(C)(C)C1=C(C=C(C=C1)NC(C(C1=CC=C(C=C1)C(C)(C)O)NC(=O)[C@H]1CNC(C1)=O)=O)F